CC1CC(C1)(C1=NN=CN1C)C1=CC(=NC(=C1)N1C(C2=CC(=CC(=C2C1)C(F)(F)F)CN1C[C@H](CCC1)C)=O)NCCC#N 3-({4-[3-methyl-1-(4-methyl-1,2,4-triazol-3-yl)cyclobutyl]-6-(6-{[(3S)-3-methylpiperidin-1-yl]methyl}-1-oxo-4-(trifluoromethyl)-3H-isoindol-2-yl)pyridin-2-yl}amino)propanenitrile